N-(5-((3,4-dihydro-1H-benzo[4,5]imidazo[2,1-C][1,4]oxazin-7-yl)ethynyl)-8-(methylamino)-2,7-naphthyridin-3-yl)-1-fluorocyclopropane-1-carboxamide C1OCCN2C1=NC1=C2C=C(C=C1)C#CC1=C2C=C(N=CC2=C(N=C1)NC)NC(=O)C1(CC1)F